4'-chloro-9'-(4-(hydroxymethyl)cyclohexyl)-5'H-spiro[cyclohexane-1,7'-indolo[1,2-a]quinazolin]-5'-one ClC=1C=2C(N=C3N(C2C=CC1)C1=CC=C(C=C1C31CCCCC1)C1CCC(CC1)CO)=O